1-bromo-4,5-difluoro-2-(methoxy-d3)benzene BrC1=C(C=C(C(=C1)F)F)OC([2H])([2H])[2H]